3-((6-(difluoromethyl)-2-((2-methoxy-4-morpholinophenyl)amino)-7H-pyrrolo[2,3-d]pyrimidin-7-yl)methyl)pyrazin FC(C1=CC2=C(N=C(N=C2)NC2=C(C=C(C=C2)N2CCOCC2)OC)N1CC=1C=NC=CN1)F